C(C=C[C@@H](C)[C@H]1CC[C@H]2[C@@H]3CCC4CCCC[C@]4(C)[C@H]3CC[C@]12C)(=O)N cholenamide